(R,Z)-1-(4-acetyl-3-(3-chloro-5-(2-methyl-2H-tetrazol-5-yl)phenyl)piperazin-1-yl)-3-chlorobut-2-en-1-one C(C)(=O)N1[C@@H](CN(CC1)C(\C=C(\C)/Cl)=O)C1=CC(=CC(=C1)C=1N=NN(N1)C)Cl